3-[[2-(3-cyanophenyl)-1-thiazol-2-yl-ethyl]sulfamoyl]-N-(2-methoxyethyl)benzamide C(#N)C=1C=C(C=CC1)CC(C=1SC=CN1)NS(=O)(=O)C=1C=C(C(=O)NCCOC)C=CC1